3-(2,3,5,6-tetrafluoro-3'-trifluoromethoxybiphenyl-4-ylcarbamoyl)-thiophene-2-carboxylate FC1=C(C(=C(C(=C1F)NC(=O)C1=C(SC=C1)C(=O)[O-])F)F)C1=CC(=CC=C1)OC(F)(F)F